N1=CC=C2COC=CN21 4H-pyrazolo[5,1-c][1,4]oxazin